3-[2-(4-Fluorophenyl)-3-(pyridin-4-yl)-3H-imidazo[4,5-b]pyridin-5-yl]-3,6-diazabicyclo[3.1.1]heptane FC1=CC=C(C=C1)C1=NC=2C(=NC(=CC2)N2CC3NC(C2)C3)N1C1=CC=NC=C1